(S)-N-(5,5-dimethyl-6,7-dihydro-5H-pyrazolo[5,1-b][1,3]oxazin-3-yl)-4-(5-(5-fluoro-2-methoxypyridin-4-yl)-1H-pyrazole-3-carbonyl)-4-azaspiro[2.5]octane-7-carboxamide CC1(CCN2C(O1)=C(C=N2)NC(=O)[C@H]2CCN(C1(CC1)C2)C(=O)C2=NNC(=C2)C2=CC(=NC=C2F)OC)C